O1CCC2=C1C=CC(=C2)S(=O)(=O)N2CCN(CC2)C(C(CCCOC2=CC=C(C=C2)F)(C)C)=O 1-(4-((2,3-Dihydrobenzofuran-5-yl)sulfonyl)piperazin-1-yl)-5-(4-fluorophenoxy)-2,2-dimethylpentan-1-one